Trihydroxymethylpropanetriol triacrylate C(C=C)(=O)OC(C(C)C(O)(O)O)(OC(C=C)=O)OC(C=C)=O